rac-7-(2,3-dichloro-6-((2-(trimethylsilyl)ethoxy)methoxy)phenyl)-5-azaspiro[2.4]heptan-4-one ClC1=C(C(=CC=C1Cl)OCOCC[Si](C)(C)C)[C@@H]1CNC(C12CC2)=O |r|